FC(C(=O)O)(F)F.NC1=NN2C(N=CC=C2)=C1C(=O)NC(C)C=1C=C(C=2N(C1N1CC(CCC1)(C(F)(F)F)O)C=NC2)Cl 2-Amino-N-(1-{8-chloro-5-[3-hydroxy-3-(trifluoromethyl)piperidin-1-yl]imidazo[1,5-a]pyridin-6-yl}ethyl)pyrazolo[1,5-a]pyrimidine-3-carboxamide trifluoroacetate